4-(4-(5-(2-(2,6-dioxopiperidin-3-yl)-1-oxoisoindolin-4-yl)pent-4-yn-1-yl)piperazin-1-yl)piperidine O=C1NC(CCC1N1C(C2=CC=CC(=C2C1)C#CCCCN1CCN(CC1)C1CCNCC1)=O)=O